NC=1N=NC(=CC1C1=NC=CC(=C1F)C1CCN(CC1)C1CCC(CC1)C1=CC=CC2=C1OCCN2C2C(NC(CC2)=O)=O)C2=C(C=CC=C2)O 3-(8-((1r,4r)-4-(4-(2-(3-amino-6-(2-hydroxyphenyl)pyridazin-4-yl)-3-fluoropyridin-4-yl)piperidin-1-yl)cyclohexyl)-2,3-dihydro-4H-benzo[b][1,4]oxazin-4-yl)piperidine-2,6-dione